C[As](O)(=O)C DIMETHYLARSINIC ACID